titanium di-n-octyloxybis(octanediol) titanium [Ti].C(CCCCCCC)C(CCCCCCCOCCCCCCCC(O)(O)CCCCCCCC)(O)O.[Ti]